4-fluoro-2,6-diisopropenyl-aniline FC1=CC(=C(N)C(=C1)C(=C)C)C(=C)C